OC(C(=O)[O-])CCSC 2-hydroxy-4-(methylthio)butyrate